bis-(2,6-dimethoxybenzoyl)-2,4,4-trimethylpentane COC1=C(C(=O)C(C(C)C)(C(C)(C)C)C(C2=C(C=CC=C2OC)OC)=O)C(=CC=C1)OC